di-o-tolylbutyl phosphate P(=O)(OCCCC(C1=C(C=CC=C1)C)C1=C(C=CC=C1)C)([O-])[O-]